4-(3-(difluoromethoxy)-4-nitrophenyl)-1-methylpyridin-1-ium FC(OC=1C=C(C=CC1[N+](=O)[O-])C1=CC=[N+](C=C1)C)F